(S)-5-(4-chloro-2-methyl-2H-indazol-5-yl)-2-(3-(hydroxymethyl)piperazin-1-yl)-3-methyl-3,7-dihydro-4H-pyrrolo[2,3-d]pyrimidin-4-one ClC=1C2=CN(N=C2C=CC1C1=CNC=2N=C(N(C(C21)=O)C)N2C[C@H](NCC2)CO)C